CC1=C(C=2N(C=C1C=1NC3=CC=C(C=C3C1C(C)C)C1CCN(CC1)C(CNC)=O)N=CN2)C 1-(4-(2-(7,8-dimethyl-[1,2,4]triazolo[1,5-a]pyridin-6-yl)-3-isopropyl-1H-indol-5-yl)piperidin-1-yl)-2-(methylamino)ethan-1-one